ClC=1C(=NNC1)C1=NC(=NC=C1C(F)(F)F)N[C@@H]1CC[C@H](CC1)N(C(=O)NCC(F)(F)F)C1=NC=C(N=C1)C=1C=NN(C1)CC(C)C 1-(trans-4-((4-(4-chloro-1H-pyrazol-3-yl)-5-(trifluoromethyl)pyrimidin-2-yl)amino)cyclohexyl)-1-(5-(1-(2-methylpropyl)-1H-pyrazol-4-yl)pyrazin-2-yl)-3-(2,2,2-trifluoroethyl)urea